N1(CCCCC1)C(=O)OCC([C@H](C[C@H]1C(N(CC1)[C@H](C)OC(=O)OC)=O)NC([C@@H](NC(=O)C=1NC2=CC=CC(=C2C1)OC)CC(C)C)=O)=O (3S)-4-[(3S)-1-{(1S)-1-[(methoxycarbonyl) oxy] ethyl}-2-oxopyrrolidin-3-yl]-3-({N-[(4-methoxy-1H-indol-2-yl) carbonyl]-L-leucyl} amino)-2-oxobutyl piperidine-1-carboxylate